2-chloro-6-(cyclopentyloxy)-N-(1-(tetrahydro-2H-pyran-2-yl)-1H-pyrazol-4-yl)-quinazolin-4-amine ClC1=NC2=CC=C(C=C2C(=N1)NC=1C=NN(C1)C1OCCCC1)OC1CCCC1